(3S)-3-[5-[4-[[1-[4-[6-(1-adamantyl)-2-hydroxy-8,9-dihydro-7H-benzo[7]annulen-5-yl]phenyl]-4-piperidyl]methyl]piperazin-1-yl]-1-oxo-isoindolin-2-yl]piperidine-2,6-dione C12(CC3CC(CC(C1)C3)C2)C2=C(C3=C(CCC2)C=C(C=C3)O)C3=CC=C(C=C3)N3CCC(CC3)CN3CCN(CC3)C=3C=C2CN(C(C2=CC3)=O)[C@@H]3C(NC(CC3)=O)=O